2,4,6-tris(p-tolyloxy)-1,3,5-triazine C1(=CC=C(C=C1)OC1=NC(=NC(=N1)OC1=CC=C(C=C1)C)OC1=CC=C(C=C1)C)C